N-(4-(4-amino-1-methyl-7-(1-(tetrahydro-2H-pyran-4-yl)-1H-pyrazol-4-yl)-1H-pyrazolo[4,3-c]pyridin-3-yl)-2-((3-chlorobenzyl)oxy)phenyl)-1,1-difluoromethane-sulfonamide NC1=NC=C(C2=C1C(=NN2C)C2=CC(=C(C=C2)NS(=O)(=O)C(F)F)OCC2=CC(=CC=C2)Cl)C=2C=NN(C2)C2CCOCC2